3-chloro-8-[(3R)-1-ethylpiperidin-3-yl]-4-methyl-5,6,7,8-tetrahydropyrido[2,3-C]pyridazine ClC1=C(C2=C(N=N1)N(CCC2)[C@H]2CN(CCC2)CC)C